CC1(CC2CC2C1)C(=O)OCC ethyl 3-methylbicyclo[3.1.0]hexane-3-carboxylate